6-[8-[[2-[2-(cyclopropylamino)ethyl]-4,8-difluoro-6,7-dihydro-5H-cyclopenta[f]benzotriazol-6-yl]methyl]-2-oxo-1-oxa-3,8-diazaspiro[4.5]decan-3-yl]-4H-pyrazino[2,3-b][1,4]oxazin-3-one C1(CC1)NCCN1N=C2C(=N1)C(=C1C(=C2F)CC(C1)CN1CCC2(CN(C(O2)=O)C2=NC3=C(OCC(N3)=O)N=C2)CC1)F